diisocyanatodiphenylmethane N(=C=O)C(C1=CC=CC=C1)(C1=CC=CC=C1)N=C=O